O=C[C@H](O)[C@@H](O)[C@H](O)[C@H](O)C(=O)[O-].[Na+] sodium glucouronate